(3S,5R)-N-(3-chloro-4-fluorophenyl)-2-methyl-5-(5-(1-methyl-1H-imidazol-4-yl)thiophen-2-yl)-1,2,6-thiadiazinane-3-carboxamide 1,1-dioxide ClC=1C=C(C=CC1F)NC(=O)[C@H]1N(S(N[C@H](C1)C=1SC(=CC1)C=1N=CN(C1)C)(=O)=O)C